[Br-].C1(CCCC1)C(C(=O)OC1C[N+](CC1)(CC(=O)OC)C)(O)C1=CC=CC=C1 3-(2-cyclopentyl-2-phenyl-2-hydroxyacetoxy)-1-methyl-1-methoxycarbonylmethyl-pyrrolidinium bromide